C(C)(C)(C)NC(C(=O)O)C(C)(C)C tert-butyl-(2-tert-butylglycine)